N-(2-(3-(8-amino-6-(trifluoromethyl)imidazolo[1,2-a]pyrazin-3-yl)-4-methylphenyl)-3,3,3-trifluoro-2-hydroxypropyl)-2-fluoroacetamide trifluoroacetate salt FC(C(=O)O)(F)F.NC=1C=2N(C=C(N1)C(F)(F)F)C(=CN2)C=2C=C(C=CC2C)C(CNC(CF)=O)(C(F)(F)F)O